Methyl 2-[2-[2-[3-(dibenzylamino)-2-fluoro-1-methyl-propoxy]ethoxy]ethoxy]acetate C(C1=CC=CC=C1)N(CC(C(OCCOCCOCC(=O)OC)C)F)CC1=CC=CC=C1